C1OCC=C2OC3=C(C=C21)C(=CC=C3)C(=O)O 1H,3H-Pyrano[4,3-b][1]benzopyran-9-carboxylic acid